5-(6-methoxy-5-(4-methyl-1-phenyl-1H-1,2,3-triazole-5-carboxamido)pyridin-2-yl)pyrimidine-2-carboxamide COC1=C(C=CC(=N1)C=1C=NC(=NC1)C(=O)N)NC(=O)C1=C(N=NN1C1=CC=CC=C1)C